C(C)C(C(C(C(C)(C)CC)=O)=O)CCCCC diethyl-dimethyl-nonanedione